N-[(2S,3R,4R,5R,6S)-4,5-dihydroxy-2-methyl-6-(pyrimidin-4-ylamino)tetrahydropyran-3-yl]-2-(methylamino)acetamide O[C@@H]1[C@H]([C@@H](O[C@@H]([C@@H]1O)NC1=NC=NC=C1)C)NC(CNC)=O